8-chloro-3-(methoxymethyl)-6-methyl-1,7-naphthyridine ClC=1N=C(C=C2C=C(C=NC12)COC)C